N-tert-butyl-2-{methyl[2-(4-methylpyridin-2-yl)-5,6,7,8-tetrahydroquinazolin-4-yl]amino}acetamide C(C)(C)(C)NC(CN(C1=NC(=NC=2CCCCC12)C1=NC=CC(=C1)C)C)=O